3-hydroxypropane sodium [Na].OCCC